4-amino-2-(4-(tert-butyl)-3-methoxyphenyl)-6-chloro-5-(piperidin-1-yl)pyridazin-3(2H)-one NC=1C(N(N=C(C1N1CCCCC1)Cl)C1=CC(=C(C=C1)C(C)(C)C)OC)=O